(6-bromo-4-fluoro-2-pyridinyl)-7-isopropoxy-imidazo[1,2-a]pyridine BrC1=CC(=CC(=N1)C=1N=C2N(C=CC(=C2)OC(C)C)C1)F